OC[C@@H](O)[C@H](O)[C@@H](O)[C@@H](O)CO (l)-Sorbitol